O1C=CC2=C1C=CC=C2N2/C(/SCC2=O)=N/C(=O)NC2=C(C=C(C=C2)C2=NN(C=N2)C2=CC=C(C=C2)C(C(F)(F)F)(F)F)F (Z)-1-(3-(Benzofuran-4-yl)-4-oxothiazolidin-2-ylidene)-3-(2-fluoro-4-(1-(4-(perfluoroethyl)phenyl)-1H-1,2,4-triazol-3-yl)phenyl)urea